4-[4-(6-aminopyridin-3-yl)-2-oxo-2,3-dihydro-1H-1,3-benzodiazol-1-yl]-N-(3-methoxy-4-methylphenyl)piperidine-1-carboxamide disodium terephthalate C(C1=CC=C(C(=O)[O-])C=C1)(=O)[O-].[Na+].[Na+].NC1=CC=C(C=N1)C1=CC=CC=2N(C(NC21)=O)C2CCN(CC2)C(=O)NC2=CC(=C(C=C2)C)OC